tert-butyl N-[(3R)-7-(2-tert-butyltetrazol-5-yl)-5-[(4-chlorophenyl)methyl]-8-fluoro-4-oxo-2,3-dihydro-1,5-benzothiazepin-3-yl]carbamate C(C)(C)(C)N1N=C(N=N1)C=1C(=CC2=C(N(C([C@H](CS2)NC(OC(C)(C)C)=O)=O)CC2=CC=C(C=C2)Cl)C1)F